5-fluoro-4-[4-methyl-5-oxo-3-(propan-2-yl)-4,5-dihydro-1H-1,2,4-triazol-1-yl]-2-{[(2S)-4-methylpent-2-yl]oxy}-N-(tetrahydrofuran-3-yl)benzamide FC=1C(=CC(=C(C(=O)NC2COCC2)C1)O[C@@H](C)CC(C)C)N1N=C(N(C1=O)C)C(C)C